N-(4-(4-amino-1-isopropyl-7-(4-(oxetan-3-ylamino)cyclohex-1-en-1-yl)-1H-pyrazolo[4,3-c]pyridin-3-yl)-2-fluorophenyl)-2,5-dichlorobenzenesulfonamide NC1=NC=C(C2=C1C(=NN2C(C)C)C2=CC(=C(C=C2)NS(=O)(=O)C2=C(C=CC(=C2)Cl)Cl)F)C2=CCC(CC2)NC2COC2